Cl.C1NCC2C1CC(C2)CC(=O)OCC Ethyl 2-(octahydrocyclopenta[c]pyrrol-5-yl)acetate, hydrochloride